2-phenylpyrrolo[3,2-b]quinoxaline-3-carboxylate C1(=CC=CC=C1)C=1C(=C2NC=3C=CC=CC3N=C2N1)C(=O)[O-]